1-[(1S,3R)-3-[[tert-butyl(dimethyl)silyl]oxymethyl]-1-methyl-5-(1H-pyrazol-4-yl)-3,4-dihydro-1H-isoquinolin-2-yl]-2-(3,5-dichloro-1-methyl-indazol-4-yl)ethanone [Si](C)(C)(C(C)(C)C)OC[C@@H]1N([C@H](C2=CC=CC(=C2C1)C=1C=NNC1)C)C(CC1=C2C(=NN(C2=CC=C1Cl)C)Cl)=O